1-(4-piperidyl)ethanol N1CCC(CC1)C(C)O